Cl.NCC1=CC=C(S1)S(=O)(=O)C1=C(C(=O)NC)C=CC=C1 (5-(Aminomethyl)thiophen-2-ylsulfonyl)-N-methylbenzamide hydrochloride